C1(CC1)N1CC2(CN(C2)C(=O)C2=CC=C(C=C2)[C@@H]2CC3(CC(C3)C#N)CCN2CC2=C3C=CNC3=C(C=C2OC)C)C1 (2R,4s,6S)-6-(4-(6-cyclopropyl-2,6-diazaspiro[3.3]heptane-2-carbonyl)phenyl)-7-((5-methoxy-7-methyl-1H-indol-4-yl)methyl)-7-azaspiro[3.5]nonane-2-carbonitrile